C(CC)(=O)OC(C)(C)C propionic acid, 1-dimethylethyl ester